C(C1=CC=CC=C1)(=O)N1C[C@](CCC1)(C1=CC(=C(C=C1)Cl)Cl)CCCN1CCC(CC1)(C1=CC=C(C=C1)C1=CC=CC=C1)N(C(C)=O)C N-[1-{3-[(3R)-1-benzoyl-3-(3,4-dichlorophenyl)piperidin-3-yl]propyl}-4-([1,1'-biphenyl]-4-yl)piperidin-4-yl]-N-methylacetamide